BrC=1C(=C2C=N[NH2+]C2=CC1)NC(=O)C1=CN=C(S1)NC1=NN(C=C1C)CC(=O)O 2-[3-[[5-[(5-bromo-1H-indazol-1-ium-4-yl)carbamoyl]thiazol-2-yl]amino]-4-methyl-pyrazol-1-yl]acetic acid